O=C1N(C(C2=CC=CC=C12)=O)CCCC(C(=O)OCC)(C(=O)OCC)C diethyl 2-[3-(1,3-dioxoisoindolin-2-yl)propyl]-2-methyl-propanedioate